((((2R,3S,4R,5R)-5-(6-chloro-4-morpholino-1H-pyrazolo[3,4-d]pyrimidin-1-yl)-3,4-dihydroxytetrahydrofuran-2-yl)methoxy)methyl)phosphonic acid ClC1=NC(=C2C(=N1)N(N=C2)[C@H]2[C@@H]([C@@H]([C@H](O2)COCP(O)(O)=O)O)O)N2CCOCC2